ClCCC[Si](OC)(OC)C γ-chloropropyl-methyl-dimethoxysilane